1,2-bis(5-chloro-2-methyl-3-thienyl)perfluorocyclopentene ClC1=CC(=C(S1)C)C1=C(C(C(C1(F)F)(F)F)(F)F)C1=C(SC(=C1)Cl)C